BrC=1N=C2N(C1)CCC2O 2-bromo-6,7-dihydro-5H-pyrrolo[1,2-a]imidazol-7-ol